methyl N-[2-(4-methoxyphenyl)[1,2,4]triazolo[1,5-c]quinazolin-5-yl]-D-alaninate COC1=CC=C(C=C1)C1=NN2C(=NC=3C=CC=CC3C2=N1)N[C@H](C)C(=O)OC